12-(3-(diethylamino)propyl)-2,3-dimethoxy-[1,3]dioxolo[4',5':4,5]benzo[1,2-c]phenanthridin-13(12H)-one C(C)N(CCCN1C=2C3=C(C=CC2C2=CC(=C(C=C2C1=O)OC)OC)C=C1C(=C3)OCO1)CC